isobutyl (3-(imidazo[4,5-d]pyrrolo[2,3-b]pyridin-1(6H)-yl)bicyclo[1.1.1]pentan-1-yl)carbamate N1(C=NC=2C1=C1C(=NC2)NC=C1)C12CC(C1)(C2)NC(OCC(C)C)=O